2-((4-((bromodifluoromethyl)seleno)butyl)mercapto)benzothiazole BrC([Se]CCCCSC=1SC2=C(N1)C=CC=C2)(F)F